CCCCCC/C=C\\CCCCCCCCC(=O)OC[C@H](COP(=O)([O-])OC1[C@@H]([C@H](C([C@H]([C@H]1O)O)O)O)O)OC(=O)CCC/C=C\\C/C=C\\C/C=C\\C/C=C\\CCCCC The molecule is 1-acyl-2-arachidonoyl-sn-glycero-3-phospho-D-myo-inositol(1-) in which the 1-acyl group is specified as (10Z)-heptadecenoyl. It is an organic molecular entity and a 1-acyl-2-arachidonoyl-sn-glycero-3-phospho-1D-myo-inositol(1-). It is a conjugate base of a 1-(10Z)-heptadecenoyl-2-arachidonoyl-sn-glycero-3-phospho-1D-myo-inositol.